O=C1NC(CCC1NC1=CC(=C(C(=C1)F)N1C[C@H](N([C@@H](C1)C)CC1CCN(CC1)C(=O)OCC1=CC=CC=C1)C)F)=O benzyl 4-(((2R,6R)-4-(4-((2,6-dioxopiperidin-3-yl)amino)-2,6-difluorophenyl)-2,6-dimethylpiperazin-1-yl)methyl)piperidine-1-carboxylate